C(=O)(OCC1=CC=CC=C1)[C@](N)(CC1=CNC=N1)C(=O)O α-CBZ-HISTIDINE